4-((7-Fluoro-1,5-dimethyl-4-oxo-4,5-dihydro-1H-pyrrolo[3,2-c]pyridin-3-yl)amino)-6-((5-fluoropyridin-2-yl)amino)-N-(methyl-d3)nicotinamide FC=1C2=C(C(N(C1)C)=O)C(=CN2C)NC2=CC(=NC=C2C(=O)NC([2H])([2H])[2H])NC2=NC=C(C=C2)F